N-(1-(2,4-bis(trifluoromethyl)benzyl)-1H-pyrazol-4-yl)-5-(5-methylfuran-2-yl)isoxazole-3-carboxamide FC(C1=C(CN2N=CC(=C2)NC(=O)C2=NOC(=C2)C=2OC(=CC2)C)C=CC(=C1)C(F)(F)F)(F)F